(S)-4,4-difluoro-7-(2-hydroxy-2-methylpropyl)-2-(1H-pyrazol-4-yl)-4,5,7,8-tetrahydro-3-oxa-1-thia-5a,8-diazabenzo[cd]azulen-9(6H)-one FC1(CN2C=3C(=C(SC3C(N[C@H](C2)CC(C)(C)O)=O)C=2C=NNC2)O1)F